[Si](C)(C)(C(C)(C)C)OCC1=CC=C(C=C1)NC1=C(C=CC(=N1)C1=CN(C(C=C1)=O)C)[N+](=O)[O-] 6-((4-(((Tert-butyldimethylsilyl)oxy)methyl)phenyl)amino)-1'-methyl-5-nitro-[2,3'-bipyridin]-6'(1'H)-one